C(CCCCCCCCC)N(C(CCCN(C)C)=O)C(CCCCCCCCC(=O)OCC(CCCCCCCC)CCCCCC)CCCCCCCCC(=O)OCC(CCCCCCCC)CCCCCC bis(2-hexyldecyl) 10-(N-decyl-4-(dimethylamino)butanamido)nonadecanedioate